ClC=1C=C(C=CC1)N1C(\C(\CC1=O)=C/C1=CC=C(OC2=CC=C(C(=O)NC)C=C2)C=C1)=O (Z)-4-(4-((1-(3-chlorophenyl)-2,5-dioxopyrrolidin-3-ylidene)methyl)phenoxy)-N-methylbenzamide